(S)-4-(4-fluorophenyl)-N-((1-methylpyrrolidin-3-yl)methyl)-3,4-dihydroquinoxaline-1(2H)-carboxamide FC1=CC=C(C=C1)N1CCN(C2=CC=CC=C12)C(=O)NC[C@H]1CN(CC1)C